O=C1N(CCC(N1)=O)C1=CC=C(C=C1)N1CCC(CC1)C=O 1-(4-(2,4-Dioxotetrahydropyrimidine-1(2H)-yl)phenyl)piperidine-4-carbaldehyde